CC1N(C2=CC=CC=C2C2C1O2)C(=O)OC methyl trans-2-methyl-3,4-epoxy-3,4-dihydroquinoline-1(2H)-carboxylate